N=1N=CN2C=NC(=CC21)OC2=C(C=C(C=C2)NC2=NC=NC1=CC=C(C=C21)C=2CCNCC2)C N-(4-([1,2,4]triazolo[4,3-c]pyrimidin-7-yloxy)-3-methylphenyl)-6-(1,2,3,6-tetrahydropyridin-4-yl)quinazolin-4-amine